5,5'-(Anthracene-9,10-diyl)Diisophthalic acid C1=CC=CC2=C(C3=CC=CC=C3C(=C12)C=1C=C(C=C(C(=O)O)C1)C(=O)O)C=1C=C(C=C(C(=O)O)C1)C(=O)O